methyl (7S)-2-benzyl-3-[(3S)-1,1-dioxo-λ6-thian-3-yl]-7-methyl-3H,6H,7H,8H,9H-imidazo[4,5-f]quinoline-6-carboxylate C(C1=CC=CC=C1)C=1N(C=2C(=C3CC[C@@H](N(C3=CC2)C(=O)OC)C)N1)[C@@H]1CS(CCC1)(=O)=O